3-bromo-2-(methylthio)phenylboronic acid BrC=1C(=C(C=CC1)B(O)O)SC